C(C)C=1C=CC=C2C=CC=C(C12)C1=C(C=2N=C(N=C(C2C=N1)N1CCOCC(C1)CO)OCC12CCCN2CCC1)F (4-(7-(8-ethylnaphthalen-1-yl)-8-fluoro-2-((hexahydro-1H-pyrrolizine-7a-yl)methoxy)pyrido[4,3-d]pyrimidin-4-yl)-1,4-oxaazepan-6-yl)methanol